ClC=1C(=NC(=NC1)NC1=CC=C(C=C1)N1CCOCC1)OCC1CCN(CC1)C(C(F)F)=O 1-(4-(((5-chloro-2-((4-morpholinophenyl)amino)pyrimidin-4-yl)oxy)methyl)piperidin-1-yl)-2,2-difluoroethan-1-one